COC[C@H](C)NC=1N=CC2=C(N1)NC=C2C2=CC=1N(C=C2)N=CC1C(=O)NC1CCOCC1 (S)-5-(2-((1-methoxypropan-2-yl)amino)-7H-pyrrolo[2,3-d]pyrimidin-5-yl)-N-(tetrahydro-2H-pyran-4-yl)pyrazolo[1,5-a]pyridine-3-carboxamide